C(N)(OCCOCCOC1=CC=C(C=C1)C=1C=C2C(=CC=NC2=CC1)C(NCC(=O)N1[C@@H](CC(C1)(F)F)C#N)=O)=O (2-(2-(4-(4-((2-((S)-2-cyano-4,4-difluoropyrrolidin-1-yl)-2-oxoethyl)carbamoyl)quinolin-6-yl)phenoxy)ethoxy)ethyl) carbamate